C(CCCCC(C)C)(=O)O.C(CCCCC)(=O)OCC 2-ethyl hexanoate (isooctanoate)